C1(=CC=CC=C1)C1=C(C=C2C(=N1)NN=C2)C2=NC=NC=C2 4-[6-phenyl-1H-pyrazolo[3,4-b]pyridin-5-yl]pyrimidin